N-Methyl-1-(5-(pyrazin-2-yl)isochroman-1-yl)methanamine hydrochloride salt Cl.CNCC1OCCC2=C(C=CC=C12)C1=NC=CN=C1